C(C1=CC=CC=C1)C=1N(C=2C(=C3CC[C@@H](NC3=CC2)C)N1)[C@@H]1CC[C@H](CC1)C#N (7S)-2-Benzyl-7-methyl-3-[(trans)-4-cyanocyclohexyl]-3H,6H,7H,8H,9H-imidazo[4,5-f]chinolin